(1-benzyl-3-(3-tolyl)tetrahydropyridin-3-yl)methanol C(C1=CC=CC=C1)N1CC(CCC1)(C=1C=C(C=CC1)C)CO